C1(CC1)C=1C=C(C=2N(C1)C=C(N2)CNC(OC(C)(C)C)=O)N2CCN(CC2)C tert-butyl ((6-cyclopropyl-8-(4-methylpiperazin-1-yl)imidazo[1,2-a]pyridin-2-yl)-methyl)carbamate